[4-amino-2-(4-fluoroanilino)-1,3-thiazol-5-yl](phenyl)methanone NC=1N=C(SC1C(=O)C1=CC=CC=C1)NC1=CC=C(C=C1)F